4-[5-(2-aminoethyl)pyridin-2-yl]-3-(5-chloropyridazin-3-yl)oxybenzonitrile NCCC=1C=CC(=NC1)C1=C(C=C(C#N)C=C1)OC=1N=NC=C(C1)Cl